BrC1=C(C=C(C(=C1)Cl)C(F)(F)F)NC(=S)C=1C=C(C(=O)OC)C=C(C1)F Methyl 3-((2-bromo-4-chloro-5-(trifluoromethyl) phenyl) carbamothioyl)-5-fluorobenzoate